1,3,3a,4,5,9b-hexahydro-5-(tetrahydro-2,5-di-oxo-3-furanyl)-naphtho[1,2-c]-furan-1,3-dione O=C1OC(CC1C1CC2C(C(OC2=O)=O)C2=CC=CC=C12)=O